8-(2,4-difluorophenyl)-5-fluoro-3-methyl-6-(5-(1-methyl-1H-pyrazol-4-yl)-4-oxa-7-azaspiro[2.5]octan-7-yl)-2-(trifluoromethyl)pyrido[3,4-d]pyrimidin-4(3H)-one FC1=C(C=CC(=C1)F)C1=NC(=C(C2=C1N=C(N(C2=O)C)C(F)(F)F)F)N2CC(OC1(CC1)C2)C=2C=NN(C2)C